8-((2R,3S)-2-methyl-3-((methanesulfonyl)methyl)azetidin-1-yl)isoquinoline C[C@H]1N(C[C@@H]1CS(=O)(=O)C)C=1C=CC=C2C=CN=CC12